C(C1=CC=CC=C1)(=O)OC(CC=C)CCCCCCCCC tridec-1-en-4-yl benzoate